C1(=CC=CC=C1)S(=O)(=O)C=CC1=CC=NC=C1 4-(phenylsulfonylvinyl)pyridine